6-(((S)-1-((2S,4R)-4-hydroxy-2-((4-(4-methylthiazol-5-yl)benzyl)carbamoyl)pyrrolidin-1-yl)-3,3-dimethyl-1-oxobutan-2-yl)amino)-6-oxohexanoic acid O[C@@H]1C[C@H](N(C1)C([C@H](C(C)(C)C)NC(CCCCC(=O)O)=O)=O)C(NCC1=CC=C(C=C1)C1=C(N=CS1)C)=O